4-(2-methyl-1-propanoyl((2S,4R)-2-methyl-1-propionyl-1,2,3,4-tetrahydroquinolin-4-yl)amino)benzamide CC(C(=O)N(C1=CC=C(C(=O)N)C=C1)[C@@H]1C[C@@H](N(C2=CC=CC=C12)C(CC)=O)C)C